COC1=CC=C(CNC=2C=3N(C4=CC(=CC=C4N2)C(=O)OC)C=CC3)C=C1 methyl 4-((4-methoxybenzyl)amino)pyrrolo[1,2-a]quinoxalin-8-carboxylate